ClC=1C=C(C=CC1C)C(CN1N=C(C=C1C(=O)OCC)C(=O)OCC)=O Diethyl 1-[2-(3-chloro-4-methylphenyl)-2-oxoethyl]-1H-pyrazole-3,5-dicarboxylate